CC(C(C(N1CCCC1)=O)NC(CCCC1=CC=CC=C1)=O)C N-(3-methyl-1-oxo-1-(pyrrolidin-1-yl)butan-2-yl)-4-phenylbutanamide